5-Methoxycytidine COC=1C(=NC(N([C@H]2[C@H](O)[C@H](O)[C@@H](CO)O2)C1)=O)N